OC1=C(C(=CC(=C1)OC)OC)C(\C=C\C1=C(C=CC=C1)C)=O (E)-1-(2-hydroxy-4,6-dimethoxyphenyl)-3-(2-methylphenyl)prop-2-en-1-one